C(C)(C)(C)C1=CC2=C(C(=C3C=C(C=C4C(=C(C(=C1)C2=C43)Br)Br)C(C)(C)C)Br)Br 2,7-di-t-butyl-4,5,9,10-tetrabromopyrene